BrC=1C=C(C(=C(NC)C1)[N+](=O)[O-])N1CCOCC1 5-bromo-N-methyl-3-morpholino-2-nitroaniline